3-methyl-1H-indole-4-carboxamide CC1=CNC=2C=CC=C(C12)C(=O)N